lithium phosphosulfur bromine [Br].P(=O)(=O)[S].[Li]